[NH4+].N(C)C[C@H](O)[C@@H](O)[C@H](O)[C@H](O)CO meglumine ammonium salt